4-(7-carbamoyl-1,3-dimethyl-1H-indol-5-yl)pyrimidine-5-carboxylic acid isopropyl ester C(C)(C)OC(=O)C=1C(=NC=NC1)C=1C=C2C(=CN(C2=C(C1)C(N)=O)C)C